N-[2-[(2R)-2-aminopropoxy]ethyl]-2-ethyl-4-[[3-[3-(trifluoromethyl)-1H-pyrazol-4-yl]imidazo[1,2-a]pyrazin-8-yl]amino]benzamide N[C@@H](COCCNC(C1=C(C=C(C=C1)NC=1C=2N(C=CN1)C(=CN2)C=2C(=NNC2)C(F)(F)F)CC)=O)C